6-((3-(8-(((3S,4R)-3-fluoro-1-methylpiperidin-4-yl)amino)-3-((trifluoromethyl)thio)imidazo[1,2-a]pyridin-2-yl)prop-2-yn-1-yl)amino)-N-methylnicotinamide F[C@H]1CN(CC[C@H]1NC=1C=2N(C=CC1)C(=C(N2)C#CCNC2=NC=C(C(=O)NC)C=C2)SC(F)(F)F)C